2-n-butyl-3-[(2'-cyanobiphenyl-4-yl)methyl]-1,3-diazaspiro[4.4]non-1-en-4-one C(CCC)C1=NC2(C(N1CC1=CC=C(C=C1)C1=C(C=CC=C1)C#N)=O)CCCC2